5-fluoro-1-methyl-2-(4-(methylsulfonyl)phenyl)-6-(1-(8-(oxetan-3-yl)-8-azabicyclo[3.2.1]octan-3-yl)piperidin-4-yl)-1H-benzo[d]imidazole FC1=CC2=C(N(C(=N2)C2=CC=C(C=C2)S(=O)(=O)C)C)C=C1C1CCN(CC1)C1CC2CCC(C1)N2C2COC2